(S)-8-(2-amino-6-((R)-1-(5-chloro-3'-ethoxy-4'-fluoro-[1,1'-biphenyl]-2-yl)-2,2,2-trifluoroethoxy)pyrimidin-4-yl)-2,8-diazaspiro[4.5]decane-3-carboxylic acid NC1=NC(=CC(=N1)N1CCC2(C[C@H](NC2)C(=O)O)CC1)O[C@@H](C(F)(F)F)C1=C(C=C(C=C1)Cl)C1=CC(=C(C=C1)F)OCC